[Fe].[Ni].[Co] Cobalt-Nickel-Iron